2-(5-methyl-1,4-diazepan-1-yl)-N-(4-(pyridin-4-yl)phenyl)pyrimidin-4-amine CC1NCCN(CC1)C1=NC=CC(=N1)NC1=CC=C(C=C1)C1=CC=NC=C1